BrC1=CC=C(C=C1)CCN1C(OC(=N1)CN1C=NC=2N=CN(C2C1=O)C)=O 3-(4-bromophenylethyl)-5-((7-methyl-6-oxo-6H-purin-1(7H)-yl)methyl)-1,3,4-oxadiazol-2(3H)-one